(2R)-2'-(methylsulfinyl)-3,4,5',8'-tetrahydro-1H,6'H-spiro[naphthalene-2,7'-quinazoline] CS(=O)C1=NC=2C[C@]3(CCC2C=N1)CC1=CC=CC=C1CC3